dinormal butyl maleate C(\C=C/C(=O)OCCCC)(=O)OCCCC